5-(1-phenylcyclopropyl)-4H-1,2,4-triazole-3-carboxylic acid C1(=CC=CC=C1)C1(CC1)C=1NC(=NN1)C(=O)O